CC(C(=O)O)(CC1C(NC2(C1)CCOCC2)=O)NC([C@H](CC2CCCCC2)NC(=O)OCC2=CC(=CC=C2)Cl)=O.CC(CO)(C(C(C)C)O)C 2,2,4-trimethyl-1,3-pentanediol methyl-2-((S)-2-((((3-chlorobenzyl)oxy)carbonyl)amino)-3-cyclohexylpropanamido)-3-(2-oxo-8-oxa-1-azaspiro[4.5]decan-3-yl)propanoate